C(C)(=O)OC.CC=1C=C(C=C(C1)C)C(=C)C1COC2(C1CC(C=C2)=O)CCC (Z)-(3,5-Dimethylphenyl) (5-oxo-7a-propyl-3a,4,5,7a-tetrahydrobenzofuran-3(2H)-ylethylene) methyl acetate